N-(4-chloro-2-(1-phenylethenyl)phenyl)-N-(but-3-en-1-yl)-4-methylbenzenesulfonamide ClC1=CC(=C(C=C1)N(S(=O)(=O)C1=CC=C(C=C1)C)CCC=C)C(=C)C1=CC=CC=C1